[[(E)-(1-cyano-2-ethoxy-2-oxo-ethylidene)amino]oxy-morpholino-methylene]-dimethyl-ammonium hexafluorophosphate F[P-](F)(F)(F)(F)F.C(#N)/C(/C(=O)OCC)=N\OC(N1CCOCC1)=[N+](C)C